NC1=CC(=NC=N1)OC1C2CC(C(C1)C2)N2C(N(CC2=O)C2=CC(=CC=C2)C(F)(F)F)=O 3-{5-[(6-amino-4-pyrimidinyl)oxy]bicyclo[2.2.1]hept-2-yl}-1-[3-(trifluoromethyl)phenyl]-2,4-imidazolidinedione